5-[3-fluoro-4-(2-methoxypyridin-4-yl)phenyl]-3,6-dihydro-2H-1,3,4-oxadiazin-2-one FC=1C=C(C=CC1C1=CC(=NC=C1)OC)C1=NNC(OC1)=O